The molecule is a chiral mycolic acid analogue comprising 3-hydroxypropanoic acid having a tetracosanyl group at position 2 and a further long-chain alkyl group containing cyclopropyl and methoxy functions attached at position 3. CCCCCCCCCCCCCCCCCCCCCCCC[C@H]([C@@H](CCCCCCCCCCCCCCCCC[C@@H]1C[C@@H]1CCCCCCCCCCCCCCCC[C@H]([C@H](C)CCCCCCCCCCCCCCCCCC)OC)O)C(=O)O